C(CCC=C)N1C(N=C2C=CC(=CC2=C1)C)=O 3-(pent-4-en-1-yl)-6-methylquinazolinone